5-(pyridin-2-yl)-1,3,4-oxathiazol-2-one N1=C(C=CC=C1)C1=NSC(O1)=O